(S)-(5-(3-fluoropyrrolidin-1-yl)-1,3,4-thiadiazol-2-yl)(8-oxo-2-azaspiro[4.5]decan-2-yl)methanone F[C@@H]1CN(CC1)C1=NN=C(S1)C(=O)N1CC2(CC1)CCC(CC2)=O